1-(3-methylbutan-2-yl)-4-methylenepiperidine CC(C(C)N1CCC(CC1)=C)C